trans-(2E)-3-[(2R)-1-methylpyrrolidin-2-yl]-N-[3-[(6-(4-hydroxyphenyl)-1H-indazol-4-yl)oxy]cyclobutyl]prop-2-enamide CN1[C@H](CCC1)/C=C/C(=O)N[C@@H]1C[C@H](C1)OC1=C2C=NNC2=CC(=C1)C1=CC=C(C=C1)O